N2-(2-(1-(Cyclopropylsulfonyl)-1H-pyrazol-4-yl)pyridin-4-yl)-N4-((1s,4s)-4-fluorocyclohexyl)-5-(1-(3,3,3-trifluoropropyl)-1H-pyrazol-3-yl)pyrimidine-2,4-diamine C1(CC1)S(=O)(=O)N1N=CC(=C1)C1=NC=CC(=C1)NC1=NC=C(C(=N1)NC1CCC(CC1)F)C1=NN(C=C1)CCC(F)(F)F